(3S,5R)-3-(2-((6-amino-3-methyl-2-oxo-2,3-dihydro-1H-benzo[d]imidazol-4-yl)oxy)ethoxy)-5-methylpiperidine-1-carboxylic acid tert-butyl ester C(C)(C)(C)OC(=O)N1C[C@H](C[C@H](C1)C)OCCOC1=CC(=CC=2NC(N(C21)C)=O)N